COC(=O)C=1C=C(C=CC1C)C1CC2N(C(C1)C2)C(=O)OC(C)(C)C tert-butyl 3-(3-(methoxycarbonyl)-4-methylphenyl)-6-azabicyclo[3.1.1]heptane-6-carboxylate